FC1=C2C(=NC=C1)[C@H]1CC[C@@H](C2)N1C1=CC=C(C=C1)OC (6S,9R)-4-fluoro-10-(4-methoxyphenyl)-6,7,8,9-tetrahydro-5H-6,9-epiminocyclohepta[b]pyridine